OC[C@H](C1=CC=CC=C1)NC1=CC(=NC=C1C=1OC=NN1)NC1=CC=C2C(=N1)OC(C2=O)(C)C (S)-6-(4-(2-hydroxy-1-phenylethylamino)-5-(1,3,4-oxadiazol-2-yl)pyridin-2-ylamino)-2,2-dimethylfuro[2,3-b]pyridin-3(2H)-one